CC=1N=C2N(C=C(C=C2C)NC(=O)C=2C=CC(=C3C=CN=NC23)N2CCNCC2)C1 N-[2,8-dimethylimidazo[1,2-a]pyridin-6-yl]-5-(piperazin-1-yl)cinnoline-8-carboxamide